COC1=NC=C(C2=C1N=C(S2)NC(=O)C=2C=NN(C2)C)OCC(F)(F)F 1-Methyl-1H-pyrazole-4-carboxylic acid [4-methoxy-7-(2,2,2-trifluoro-ethoxy)-thiazolo[4,5-c]pyridin-2-yl]-amide